perfluoromethyl-cyclohexane FC1(C(C(C(C(C1(F)F)(F)F)(F)F)(F)F)(F)F)C(F)(F)F